zinc (4-hydroxyphenyl) phosphonate P(OC1=CC=C(C=C1)O)([O-])=O.[Zn+2].OC1=CC=C(C=C1)OP([O-])=O